7-[4-(4-tert-butoxycarbonyl-3-cyclopentyl-phenyl)quinazolin-7-yl]oxyheptanoic acid C(C)(C)(C)OC(=O)C1=C(C=C(C=C1)C1=NC=NC2=CC(=CC=C12)OCCCCCCC(=O)O)C1CCCC1